N[C@@H](C1C(NC2=C(S1)N=CC=C2)=O)C2=CC=CC=C2 3-((R)-amino(phenyl)methyl)-1H-pyrido[2,3-b][1,4]thiazin-2(3H)-one